5-(3-(aminomethyl)phenyl)-1,8-naphthyridin-2(1H)-one hydrochloride Cl.NCC=1C=C(C=CC1)C1=C2C=CC(NC2=NC=C1)=O